5-(hydroxymethyl)pyrrolidine-1-carboxylic acid tert-butyl ester C(C)(C)(C)OC(=O)N1CCCC1CO